N-(4-(4-aminophenoxy)-2-bromophenyl)acetamide Ethyl-2-Amino-5,7-dichloropyrazolo[1,5-a]pyrimidine-3-carboxylate C(C)OC(=O)C=1C(=NN2C1N=C(C=C2Cl)Cl)N.NC2=CC=C(OC1=CC(=C(C=C1)NC(C)=O)Br)C=C2